[3-(Cyclobutylmethoxy)[1,4'-bipiperidin]-1'-yl]-N-[(3,5-difluoropyridin-2-yl)methyl]-1,3-thiazole-5-carboxamide C1(CCC1)COC1CN(CCC1)C1CCN(CC1)C=1SC(=CN1)C(=O)NCC1=NC=C(C=C1F)F